N1=NN=C(C=C1)C=1N=C2C(C1)=NC(C2=O)=NO triazinyl-diketopyrrolopyrrole oxime